C(C)(C)(C)OC(=O)N1CC(CCC1)NC=1C=NN(C1)C(C)C 3-[(1-isopropylpyrazol-4-yl)amino]piperidine-1-carboxylic acid tert-butyl ester